4-[(tert-butyldimethylsilyl)oxy]-3,4-dihydro-2H-1-benzopyran-8-yl-1-[1-(triphenylmethyl)imidazol-4-yl]ethanol [Si](C)(C)(C(C)(C)C)OC1CCOC2=C1C=CC=C2C(C)(O)C=2N=CN(C2)C(C2=CC=CC=C2)(C2=CC=CC=C2)C2=CC=CC=C2